N-(1-amino-3-hydroxy-2-methyl-1-oxopropan-2-yl)-2-methyl-5-((2-methylpyridin-3-yl)methoxy)benzofuran-3-carboxamide NC(C(CO)(C)NC(=O)C1=C(OC2=C1C=C(C=C2)OCC=2C(=NC=CC2)C)C)=O